7-(4-tert-butylphenoxy)-1H,2H,3H,4H,9H-cyclopenta[b]quinolin-9-one C(C)(C)(C)C1=CC=C(OC2=CC=3C(C4=C(NC3C=C2)CCC4)=O)C=C1